CC(=O)OC[C@@H]1[C@H]([C@@H]([C@H]([C@H](O1)OC(=N)C(Cl)(Cl)Cl)OC(=O)C)OC(=O)C)OC(=O)C 2,3,4,6-Tetra-O-acetyl-α-D-glucopyranosyl trichloroacetimidate